(3R)-N-[2-ethyl-4-fluoro-3-({4-oxo-3-[4-(piperazin-1-yl)phenyl]quinazolin-6-yl}oxy)phenyl]-3-fluoropyrrolidine-1-sulfonamide hydrochloride Cl.C(C)C1=C(C=CC(=C1OC=1C=C2C(N(C=NC2=CC1)C1=CC=C(C=C1)N1CCNCC1)=O)F)NS(=O)(=O)N1C[C@@H](CC1)F